ClC1=C(C=C(C=C1N1C=2C=CC=CC2C(C2=CC=CC=C12)(C1=CC=CC=C1)C1=CC=CC=C1)C1=C(C=CC=C1)[N+]#[C-])N1C=2C=CC=CC2C(C2=CC=CC=C12)(C1=CC=CC=C1)C1=CC=CC=C1 10,10'-(4-chloro-2'-isocyano-[1,1'-biphenyl]-3,5-diyl)bis(9,9-diphenyl-9,10-dihydroacridine)